1,5-dichloroethyl-3-nitro-aza-pentane ClC(C)NCC(CCCl)[N+](=O)[O-]